N1(CCCCCC1)C=1N=C(C2=C(C=NNC2=O)N1)NC1=CC=C(C=C1)N1CCC(CC1)C(C)(C)O 2-(azepan-1-yl)-4-((4-(4-(2-hydroxypropan-2-yl)piperidin-1-yl)phenyl)amino)pyrimido[4,5-d]pyridazin-5(6H)-one